methyl (heptanoate) C(CCCCCC)(=O)OC